(S)-N-(4-(4-amino-7-(3,5-dimethylisoxazol-4-yl)-1-methyl-1H-pyrazolo[4,3-c]pyridin-3-yl)-2-(1-(4-fluorophenyl)ethoxy)phenyl)-1,1-difluoromethanesulfonamide NC1=NC=C(C2=C1C(=NN2C)C2=CC(=C(C=C2)NS(=O)(=O)C(F)F)O[C@@H](C)C2=CC=C(C=C2)F)C=2C(=NOC2C)C